CC1=C(C=CC=C1)S(=O)(=O)N 2-methyl-benzenesulfonamide